C1(=CC=CC=C1)[C@H]1[C@@H](CNC1)C(=O)N[C@@H]1C[C@H](C1)OC=1C=NC(=CC1)C |r| (±)-trans-4-phenyl-N-{trans-3-[(6-methylpyridin-3-yl)oxy]cyclobutyl}pyrrolidine-3-carboxamide